C[C@@H]1N(C(OC1)=O)CC=1C=NC(=CC1)OC1=C(C=C(C=C1F)F)F (4S)-4-methyl-3-{[6-(2,4,6-trifluorophenoxy)pyridin-3-yl]methyl}-1,3-oxazolidin-2-one